Cl.O1N=C(C2=C1C=CC=C2)C2=C(C=CC=C2)[C@H](CC2=NC=CC=C2)N (S)-1-[2-(Benzo[d]isoxazol-3-yl)phenyl]-2-(pyridine-2-yl)ethan-1-amine hydrochloride